4-amino-7-fluoro-1-methylimidazo[1,5-a]quinoxaline NC=1C=2N(C3=CC=C(C=C3N1)F)C(=NC2)C